CN1C=C(C[C@H](N)C(=O)O)N=C1 1-METHYLHISTIDINE